1-[3-(4-Chloro-2-methyl-2H-pyrazol-3-yl)-4-methoxy-phenyl]-3-(3-methoxy-phenyl)-urea ClC1=C(N(N=C1)C)C=1C=C(C=CC1OC)NC(=O)NC1=CC(=CC=C1)OC